5-(benzyloxy)-4-(4-bromoisoindoline-2-carbonyl)-1,3-phenylenebis(4-toluenesulfonate) C(C1=CC=CC=C1)OC=1C(=C(C=C(C1)CC1=CC=C(C=C1)S(=O)(=O)[O-])CC1=CC=C(C=C1)S(=O)(=O)[O-])C(=O)N1CC2=CC=CC(=C2C1)Br